(2-methylpyridin-3-yl)-1H-pyrazol-4-amine CC1=NC=CC=C1N1N=CC(=C1)N